1-(4-(4-chloro-5-iodo-2-methoxybenzoyl)piperazin-1-yl)prop-2-en-1-one ClC1=CC(=C(C(=O)N2CCN(CC2)C(C=C)=O)C=C1I)OC